ClC1=C(C=O)C=C2C(=C1)OCO2 2-chloro-4,5-methylenedioxybenzaldehyde